ClC1=C(C=C(C(=N1)C[C@@]1(C[C@H](NCC1)C)C(=O)OC(C)(C)C)F)F tert-butyl (2R,4R)-4-((6-chloro-3,5-difluoropyridin-2-yl) methyl)-2-methylpiperidine-4-carboxylate